BrC=1C(=C(C=CC1)C=1N=C(C(=NC1)CN(C(OC(C)(C)C)=O)C[C@H]1NC(CC1)=O)OC)Cl (S)-tert-butyl ((5-(3-bromo-2-chlorophenyl)-3-methoxypyrazin-2-yl)methyl)((5-oxopyrrolidin-2-yl)methyl)carbamate